N1N=C(N=C1)CN1C[C@H](N[C@H](C1)C)C=1C(=C2COC(C2=CC1)=O)C 5-((2R,6S)-4-((1H-1,2,4-triazol-3-yl)methyl)-6-methylpiperazin-2-yl)-4-methylisobenzofuran-1(3H)-one